tert-butyldimethylsilyl-acetaldehyde [Si](C)(C)(C(C)(C)C)CC=O